(R)-6-(3,3-difluoropyrrolidin-1-yl)-2-(1H-pyrazol-4-yl)-6,7,8,9-tetrahydrothieno[2,3-c]quinolin-4(5H)-one FC1(CN(CC1)[C@@H]1CCCC=2C3=C(C(NC12)=O)SC(=C3)C=3C=NNC3)F